C(#N)C1=NN(C=C1)C1=C(C=NC=2NC3=C(C=C(C=C3C21)F)NCC)C=2C=C(C=NC2)C#N 5-[4-(3-Cyanopyrazol-1-yl)-8-(ethylamino)-6-fluoro-9H-pyrido[2,3-b]indol-3-yl]pyridine-3-carbonitrile